(E)-2-(4-fluorobenzylidene)-2,3-dihydropyrrolizine-1-one FC1=CC=C(\C=C/2\C(C3=CC=CN3C2)=O)C=C1